9,9'-(2-chloropyrimidine-4,6-diyl)bis(9H-carbazole-1,2,3,4,5,6,7,8-d8) ClC1=NC(=CC(=N1)N1C2=C(C(=C(C(=C2C=2C(=C(C(=C(C12)[2H])[2H])[2H])[2H])[2H])[2H])[2H])[2H])N1C2=C(C(=C(C(=C2C=2C(=C(C(=C(C12)[2H])[2H])[2H])[2H])[2H])[2H])[2H])[2H]